3-((4-(5-chloro-3-methyl-2-((((S)-morpholin-2-yl)methyl)amino)phenyl)pyrrolo[2,1-f][1,2,4]triazin-6-yl)methyl)-6,6-dimethyl-3-azabicyclo[3.1.0]hexane-2,4-dione ClC=1C=C(C(=C(C1)C1=NC=NN2C1=CC(=C2)CN2C(C1C(C1C2=O)(C)C)=O)NC[C@@H]2CNCCO2)C